BrC1=CC=C2C(CN(C2=C1)C)(F)F 6-bromo-3,3-difluoro-1-methyl-1,3-dihydro-2H-indol